N-[2-(6-azaspiro[2.5]octan-6-yl)-3-fluoro-phenyl]-5-pyrrolidin-1-ylsulfonyl-thiophene-2-sulfonamide C1CC12CCN(CC2)C2=C(C=CC=C2F)NS(=O)(=O)C=2SC(=CC2)S(=O)(=O)N2CCCC2